1-(9-(4-amino-5-(6-methoxypyridin-3-yl)-7-methyl-7H-pyrrolo[2,3-d]pyrimidin-6-yl)-2,2-dimethyl-3-azaspiro[5.5]undec-8-en-3-yl)prop-2-en-1-one NC=1C2=C(N=CN1)N(C(=C2C=2C=NC(=CC2)OC)C2=CCC1(CCN(C(C1)(C)C)C(C=C)=O)CC2)C